FC1=CC=C(C=C1)C(/C=C(/C=O)\C)(CC=C(C)C)C (E)-4-(4-fluorophenyl)-2,4,7-trimethylocta-2,6-dienal